Bis[2-(m-fluorophenoxy)ethyl]amine FC=1C=C(OCCNCCOC2=CC(=CC=C2)F)C=CC1